5-methyl-2-(1-methylethenyl)-4-hexen-1-ol CC(=CCC(CO)C(=C)C)C